FC1=C(C=CC=C1)/C=C/C(=O)O (E)-3-(2-fluorophenyl)-acrylic acid